(S)-4-(7-bromo-2,6-dichloroquinazolin-4-yl)-3-methylpiperazine-1-carboxylic acid tert-butyl ester C(C)(C)(C)OC(=O)N1C[C@@H](N(CC1)C1=NC(=NC2=CC(=C(C=C12)Cl)Br)Cl)C